diglycidyl-1,2-cyclohexanedicarboxylic acid diglycidyl ester C(C1CO1)OC(=O)C1(C(CCCC1)(C(=O)OCC1CO1)CC1CO1)CC1CO1